OC1=C(C(OC(=C1)C)=O)C(CCC1=CC=CC=C1)=O 4-hydroxy-6-methyl-3-(3-phenylpropionyl)-2H-pyran-2-one